FC(N1C=NC=C1I)F 1-(difluoromethyl)-5-iodo-imidazole